CS(=O)(=O)C1=CC=C(OC[C@H]2N(CCN(C2)C(=O)O)C(=O)O)C=C1 (S)-2-((4-(methylsulfonyl)phenoxy)methyl)piperazine-1,4-dicarboxylic acid